8-Fluoro-2-methyl-5-vinylisoquinolin-1(2H)-one FC=1C=CC(=C2C=CN(C(C12)=O)C)C=C